BrC=1C=2C=C3N(C2C(=C(C1)Cl)Cl)CCN(C3=O)CCO[Si](C)(C)C(C)(C)C 9-bromo-2-[2-[tert-butyl(dimethyl)silyl]oxyethyl]-6,7-dichloro-3,4-dihydropyrazino[1,2-a]indol-1-one